Cl.S1C2=C(C=C1)C=CC=C2N[C@@H]2CNCC2 (S)-N-(benzo[b]thiophen-7-yl)pyrrolidin-3-amine hydrochloride